[2-(3,4-Dichlorophenoxy)-ethyl]dodecyldiethylammonium bromide [Br-].ClC=1C=C(OCC[N+](CC)(CC)CCCCCCCCCCCC)C=CC1Cl